ClC1=C(C=CC(=C1)Cl)C=1N=NN(N1)CC1=CC=C(C=C1)C=1OC(=NN1)C(F)F 2-(4-((5-(2,4-dichlorophenyl)-2H-tetrazol-2-yl)methyl)phenyl)-5-(difluoromethyl)-1,3,4-oxadiazole